C(C1CCCO1)NC(C(=C)C)=O N-Tetrahydrofurfurylmethacrylamide